(5RS,8RS)-2-(2,4-Difluorobenzyl)-5-{[(3R,4S)-3,4-difluoropyrrolidin-1-yl]carbonyl}-8-methyl-5,6,7,8-tetrahydro[1,2,4]triazolo[4,3-a]pyridin-3(2H)-one FC1=C(CN2N=C3N([C@H](CC[C@H]3C)C(=O)N3C[C@H]([C@H](C3)F)F)C2=O)C=CC(=C1)F |&1:8,11|